OC1=C(C=CC=C1)C=1SC[C@@H](N1)C1CCC(N1C)C(=O)O 5-((s)-2-(2-hydroxyphenyl)-4,5-dihydrothiazol-4-yl)-1-methylpyrrolidine-2-carboxylic acid